Tert-Butyl N-[1-[[4-(trifluoromethyl)phenyl]methyl]-4-piperidyl]carbamate FC(C1=CC=C(C=C1)CN1CCC(CC1)NC(OC(C)(C)C)=O)(F)F